FC=1C=C(C=CC1I)C=1CCCN1 5-(3-fluoro-4-iodophenyl)-3,4-dihydro-2H-pyrrole